(E)-3-fluoro-2-hydroxy-5-(3-(trifluoromethyl)styryl)benzaldehyde FC=1C(=C(C=O)C=C(C1)\C=C\C1=CC(=CC=C1)C(F)(F)F)O